O1CC(CC2=CC=CC=C12)C1=CC=CC=C1 isoflavan